5-(11-Aminoundecyl)-3-methyl-2-oxo-benzimidazol NCCCCCCCCCCCC1=CC2=C(NC(N2C)=O)C=C1